{1-[6-(difluoromethyl)pyridin-3-yl]-4-methyl-1H-1,2,3-triazol-5-yl}methanol FC(C1=CC=C(C=N1)N1N=NC(=C1CO)C)F